C(C1=CC=CC=C1)N(C1=NC=2N(C(=C1)C=1C=NNC1)N=C(C2)C(=O)NC2=CC=C(C=C2)C#N)C 5-(benzyl(methyl)amino)-N-(4-cyanophenyl)-7-(1H-pyrazol-4-yl)pyrazolo[1,5-a]pyrimidine-2-carboxamide